FC1=C(C(=CC=C1)OC)C1COC(C1)(C(F)(F)F)C 3-(2-fluoro-6-methoxy-phenyl)-5-methyl-5-(trifluoromethyl)tetrahydrofuran